2-(3-isopropyl-2-(2-methylpyridin-4-yl)-1H-indol-5-yl)-2-methyl-1-(2,7-diazaspiro[4.4]nonan-2-yl)propan-1-one C(C)(C)C1=C(NC2=CC=C(C=C12)C(C(=O)N1CC2(CC1)CNCC2)(C)C)C2=CC(=NC=C2)C